iron silicon niobium boron [B].[Nb].[Si].[Fe]